C(C1=CC=CC=C1)OC([C@H](C1CC1)O[Si](C)(C)C(C)(C)C)=O (S)-2-((tert-butyldimethylsilyl)oxy)-2-cyclopropylacetic acid benzyl ester